C(C)(=O)C=1C=C(C=C2C(N(C(=NC12)C=1C=NC(=CC1)C=1C=NN(C1)C)C)=O)C 8-Acetyl-3,6-dimethyl-2-(6-(1-methyl-1H-pyrazol-4-yl)pyridin-3-yl)quinazolin-4(3H)-one